1-(2,7-Dichloro-8-fluoropyrido[4,3-d]pyrimidin-4-yl)-3-methylazetidin-3-ol ClC=1N=C(C2=C(N1)C(=C(N=C2)Cl)F)N2CC(C2)(O)C